ClC1=C(C(=C(C=C1OC)OC)Cl)C1=CC2=C(N=C(N=C2)N[C@H]2[C@H](COC2)NC(C=C)=O)C(=N1)NCCCCN1CC(CC1)(F)F N-((3R,4S)-4-((6-(2,6-dichloro-3,5-dimethoxyphenyl)-8-((4-(3,3-difluoropyrrolidin-1-yl)butyl)amino)pyrido[3,4-d]pyrimidin-2-yl)amino)tetrahydrofuran-3-yl)acrylamide